C(=O)C=1SC2=C(N1)C=C(C=C2)CN(C(OC(C)(C)C)=O)C2CCOCC2 tert-butyl ((2-formylbenzo[d]thiazol-5-yl)methyl)(tetrahydro-2H-pyran-4-yl)carbamate